C(CCCCCNC(CCC(=O)O)=O)NC(CCC(=O)O)=O 4,4'-(1,6-hexanediyldiimino)bis[4-oxobutanoic acid]